4-amino-1-[(2R,5S)-2-(hydroxymethyl)-1,3-oxathiolan-5-yl]pyrimidin-2-one NC1=NC(N(C=C1)[C@@H]1CS[C@@H](O1)CO)=O